C1(=C(C(=O)NC1=O)Cl)Cl 3,4-dichloromaleimide